[3-(benzothiophen-6-yl)pyrrolidin-1-yl]-(3-pyridazin-4-yl-1H-pyrazol-5-yl)methanone S1C=CC2=C1C=C(C=C2)C2CN(CC2)C(=O)C2=CC(=NN2)C2=CN=NC=C2